OCC1=CC(=NN1C=1C=C(C#N)C=CC1)C(F)(F)F 3-(5-(hydroxymethyl)-3-(trifluoromethyl)-1H-pyrazol-1-yl)benzonitrile